5-{6-[2-(6-Chloro-2,4-dimethyl-indol-1-yl)-ethylamino]-pyrimidin-4-yl}-3-ethoxy-thiophene-2-carboxylic acid ClC1=CC(=C2C=C(N(C2=C1)CCNC1=CC(=NC=N1)C1=CC(=C(S1)C(=O)O)OCC)C)C